ClC1=NC(=CC(=N1)NC(=O)[C@@H]1[C@H](C1)C1=NC=CC(=N1)C)C (1S,2S)-N-(2-chloro-6-methylpyrimidin-4-yl)-2-(4-methylpyrimidin-2-yl)cyclopropane-1-carboxamide